3-(4-((4-((4-(((R)-1-(3-amino-5-(trifluoromethyl)phenyl)ethyl)amino)-7-methoxy-2-methylquinazolin-6-yl)oxy)piperidin-1-yl)methyl)phenyl)piperidine-2,6-dione NC=1C=C(C=C(C1)C(F)(F)F)[C@@H](C)NC1=NC(=NC2=CC(=C(C=C12)OC1CCN(CC1)CC1=CC=C(C=C1)C1C(NC(CC1)=O)=O)OC)C